3-hydroxy-1,1-diphenylpropan-2-ylmethanesulfonate OCC(C(C1=CC=CC=C1)C1=CC=CC=C1)CS(=O)(=O)[O-]